CO[Si](CCCN)(OC)OC trimethoxy-aminopropyl-silane